C(C1CO1)O[Si](C)(C)C trimethylsilyl glycidyl ether